dioleyl-dimethylammonium chloride [Cl-].C(CCCCCCC\C=C/CCCCCCCC)[N+](C)(C)CCCCCCCC\C=C/CCCCCCCC